C(=O)C=1N(N=C2C1CN(CC2)C(=O)OC(C)(C)C)CCCC#CC(F)(F)F Tert-Butyl 3-formyl-2-(6,6,6-trifluorohex-4-yn-1-yl)-2,4,6,7-tetrahydro-5H-pyrazolo[4,3-c]-pyridine-5-carboxylate